(E)-3-(3,4-dihydroxyphenyl)-N-(4-((tetrahydro-2H-pyran-2-yl)methoxy)phenethyl)acrylamide OC=1C=C(C=CC1O)/C=C/C(=O)NCCC1=CC=C(C=C1)OCC1OCCCC1